N1[C@@H](CCC1)CO (2S)-pyrrolidin-2-ylmethanol